tert-butyl (S)-3-((3-(1-(tert-butoxy)-3-methyl-1-oxobutan-2-yl)-1-(1,3-dioxoisoindolin-2-yl)ureido)methyl)-1H-indole-1-carboxylate C(C)(C)(C)OC([C@H](C(C)C)NC(N(N1C(C2=CC=CC=C2C1=O)=O)CC1=CN(C2=CC=CC=C12)C(=O)OC(C)(C)C)=O)=O